trans-(±)-2-(1-methyl-1H-pyrazol-5-yl)cyclopropane-1-carboxylic acid ethyl ester C(C)OC(=O)[C@H]1[C@@H](C1)C1=CC=NN1C |r|